ClC=1C(=NC=CN1)CNC=O N-((3-chloropyrazin-2-yl)methyl)formamide